(S)-Dimethyl 2-(4-bromo-5-chloro-2-nitrophenoxy)pentanedioate BrC1=CC(=C(O[C@H](C(=O)OC)CCC(=O)OC)C=C1Cl)[N+](=O)[O-]